Bis[sulfosuccinimidyl] suberate C(CCCCCCC(=O)ON1C(C(CC1=O)S(=O)(=O)O)=O)(=O)ON1C(C(CC1=O)S(=O)(=O)O)=O